lead sulphochromate S(=O)(=O)(O)[Cr](=O)(=O)([O-])[O-].[Pb+2]